O1C2=C(NCC1)N=CC(=C2)C(=O)N2[C@H](C=1C(CC2)=C(N(N1)C)C1=CC(=C(C(=C1)F)F)F)C 3,4-dihydro-2H-pyrido[3,2-b][1,4]oxazin-7-yl-[(7S)-2,7-dimethyl-3-(3,4,5-trifluorophenyl)-5,7-dihydro-4H-pyrazolo[3,4-c]pyridin-6-yl]methanone